BrC1=CC(=CC2=CC=CC(=C12)C#C[Si](C(C)C)(C(C)C)C(C)C)O 4-bromo-5-((triisopropylsilyl)ethynyl)naphthalen-2-ol